FC(OC1=C(C=CC=C1F)C1=NC=C2N(C(N(C2=N1)CC1=CC=C(C=C1)C=1N(C=C(N1)C(F)(F)F)C)=N)C)F 2-[2-(difluoromethoxy)-3-fluoro-phenyl]-7-methyl-9-[[4-[1-methyl-4-(trifluoromethyl)imidazol-2-yl]phenyl]methyl]purin-8-imine